C(CC=C)N(CC(=O)O)C(=O)OCC1C2=CC=CC=C2C=2C=CC=CC12 2-[but-3-enyl(9H-fluoren-9-ylmethoxycarbonyl)amino]acetic acid